C1CC(OC1)CN (±)-tetrahydrofurfurylamine